3-methoxy-5,6,7,8,13,13a-hexahydroisoquinolino[2,1-b]isoquinolin-9-yl 3-fluorobenzenesulfonate FC=1C=C(C=CC1)S(=O)(=O)OC1=CC=CC=2CC3N(CC12)CCC=1C=C(C=CC13)OC